ClC=1C=CC=C2C=CC(=NC12)NC1=CC(=CC=C1)C(CC)C(F)(F)F 8-chloro-N-(3-(1-(trifluoromethyl)propyl)phenyl)quinolin-2-amine